FC1=C(C(=C(C(=C1F)F)F)F)C(C)(O)[2H] 1-(perfluorophenyl)ethan-1-d-1-ol